2-(2,6-dioxopiperidin-3-yl)-1-oxo-1,2-dihydroisoquinoline O=C1NC(CCC1N1C(C2=CC=CC=C2C=C1)=O)=O